C[C@@H]([C@@H](CC1CCOCC1)S(=O)(=O)N)CC=C (2R,3R)-3-METHYL-1-(TETRAHYDRO-2H-PYRAN-4-YL)HEX-5-ENE-2-SULFONAMIDE